N-((1S,2S)-2-((6-(2,6-dichloro-3,5-dimethoxyphenyl)quinazolin-2-yl)amino)cyclohexyl)acrylamide tert-butyl-8-fluoro-7-methoxy-2,3,4,5-tetrahydro-1H-pyrido[3,2-b]indole-1-carboxylate C(C)(C)(C)OC(=O)N1CCCC=2NC=3C=C(C(=CC3C21)F)OC.ClC2=C(C(=C(C=C2OC)OC)Cl)C=2C=C1C=NC(=NC1=CC2)N[C@@H]2[C@H](CCCC2)NC(C=C)=O